4'-O-Methylresveratrol COC1=CC=C(C=CC2=CC(O)=CC(O)=C2)C=C1